[Cl-].COC=1C=C(C=NC1)N[NH3+] 2-(5-methoxypyridin-3-yl)hydrazinium chloride